1-[6-(2-hydroxyphenyl)pyridazin-4-yl]-4-{pyrazolo[1,5-a]pyridin-2-yl}piperidine-4-carboxylic acid OC1=C(C=CC=C1)C1=CC(=CN=N1)N1CCC(CC1)(C(=O)O)C1=NN2C(C=CC=C2)=C1